2-(2-{[4-phenyl-5-(piperidin-1-yl)-4H-1,2,4-triazol-3-yl]sulfanyl}propanamido)-4H,5H,6H-cyclopenta[b]thiophene-3-carboxamide C1(=CC=CC=C1)N1C(=NN=C1N1CCCCC1)SC(C(=O)NC1=C(C2=C(S1)CCC2)C(=O)N)C